C(C1=CC=CC=C1)OC1=NC(=CC=C1C1=NN(C2=CC(=CC=C12)N1CCN(CC1)CC1C(CN(CC1)C(=O)OC(C)(C)C)F)C)OCC1=CC=CC=C1 tert-butyl 4-((4-(3-(2,6-bis(benzyloxy)pyridin-3-yl)-1-methyl-1H-indazol-6-yl)piperazin-1-yl)methyl)-3-fluoropiperidine-1-carboxylate